8-(2,3-Dichlorophenyl)-9-(4-((1-(3-fluoropropyl)azetidin-3-yl)methyl)phenyl)-6,7-dihydro-5H-benzo[7]annulen ClC1=C(C=CC=C1Cl)C=1CCCC2=C(C1C1=CC=C(C=C1)CC1CN(C1)CCCF)C=CC=C2